4-bromo-N-ethyl-6-methyl-7-carbonyl-1-toluenesulfonyl-6,7-dihydro-1H-pyrrolo[2,3-c]pyridine-2-carboxamide BrC=1C2=C(C(N(C1)C)=C=O)N(C(=C2)C(=O)NCC)S(=O)(=O)CC2=CC=CC=C2